N-{(5S)-8-chloro-1-[trans-4-(pyridin-2-yloxy)cyclohexyl]-5,6-dihydro-4H-[1,2,4]Triazolo[4,3-a][1]Benzazepin-5-yl}methanesulfonamide ClC=1C=CC2=C(C[C@@H](CC=3N2C(=NN3)[C@@H]3CC[C@H](CC3)OC3=NC=CC=C3)NS(=O)(=O)C)C1